FC1=C(C=CC(=C1)OCCCC1CCN(CC1)C1=NC=C(C=N1)CCC)CC(=O)O (2-fluoro-4-(3-(1-(5-propylpyrimidin-2-yl)piperidin-4-yl)propoxy)phenyl)acetic acid